2-chlorophenyl-2-(4-cyanophenylamino)-pyrimidin-4-ylketone-N-(4-ethoxyphenyl) semicarbazone C(C)OC1=CC=C(C=C1)N(N=C(C1=NC(=NC=C1C1=C(C=CC=C1)Cl)NC1=CC=C(C=C1)C#N)C1=NC(=NC=C1C1=C(C=CC=C1)Cl)NC1=CC=C(C=C1)C#N)C(=O)N